tert-Butyl 4-(oxazol-2-yl)piperazine-1-carboxylate O1C(=NC=C1)N1CCN(CC1)C(=O)OC(C)(C)C